N-(3-chloro-2-fluoro-4-spiro[2.3]hexan-5-yloxy-phenyl)-6-[(3S)-pyrrolidin-3-yl]oxy-pyrido[3,2-d]pyrimidin-4-amine ClC=1C(=C(C=CC1OC1CC2(CC2)C1)NC=1C2=C(N=CN1)C=CC(=N2)O[C@@H]2CNCC2)F